NC1=NN2C(C=C(C=C2)C=2C(=C(OCCC(C(C)(O)C3=CC=C(C=C3)F)(F)F)C=C(C2)F)F)=N1 5-(3-(2-amino-[1,2,4]triazolo[1,5-a]pyridin-7-yl)-2,5-difluorophenoxy)-3,3-difluoro-2-(4-fluorophenyl)pentan-2-ol